1,4-bis(4'-aminophenoxy)benzene NC1=CC=C(OC2=CC=C(C=C2)OC2=CC=C(C=C2)N)C=C1